ethyl 2-(2-((5-bromo-7-((1-methyl-1H-imidazol-5-yl)methoxy)benzofuran-3-yl)methoxy)phenyl)acetate BrC=1C=C(C2=C(C(=CO2)COC2=C(C=CC=C2)CC(=O)OCC)C1)OCC1=CN=CN1C